COC=1C=C2[C@@](C(N(C2=CC1)C)=O)(C)CC(=O)O (R)-2-(5-methoxy-1,3-dimethyl-2-oxoindol-3-yl)acetic acid